BrC1=C(C=CC=C1)C1=C(C=CC=2C3=CC=CC=C3NC12)C1=CC=CC=C1 (2-bromophenyl)-2-phenyl-9H-carbazole